3-ethoxymethyl-phosphono-propionaldehyde C(C)OCCC(C=O)P(=O)(O)O